3-(5-(1H-tetrazol-5-yl)pyridin-3-yl)-4-hydroxyphenyl cyclohexylcarbamate C1(CCCCC1)NC(OC1=CC(=C(C=C1)O)C=1C=NC=C(C1)C1=NN=NN1)=O